Cyclopropyl-3-propyl-8-[6-((3-(acetamidomethyl)benzyl)amino)pyrid-3-yl]xanthine C1(CC1)N1C(=O)N(C=2N=C(NC2C1=O)C=1C=NC(=CC1)NCC1=CC(=CC=C1)CNC(C)=O)CCC